[Cl-].O[Si](C(CC[N+](C)(C)CCC)CCCCCCCCCCCCCCC)(O)O 3-(trihydroxysilyl)-N-propyl-N,N-dimethyloctadecyl-ammonium chloride